CN1C([C@H](COC2=C1C=CC=C2)NC(=O)C=2C1=C(NN2)COC(C1)C1=CC=CC=C1)=O N-[(3S)-5-methyl-4-oxo-2,3-dihydro-1,5-benzoxazepin-3-yl]-5-phenyl-1,4,5,7-tetrahydropyrano[3,4-c]pyrazole-3-carboxamide